7-[5-[(4-chlorophenyl)methoxymethyl]-2-(3-chloro-2-pyridinyl)pyrazol-3-yl]-5-methyl-1H-pyrazolo[3,4-f][3,1]benzoxazin-9-one ClC1=CC=C(C=C1)COCC=1C=C(N(N1)C1=NC=CC=C1Cl)C1=NC2=C(C(O1)=O)C1=C(C=C2C)C=NN1